sodium (S)-3-(6-(3-(difluoromethoxy)-5-fluorophenyl)-4-((3-(trifluoromethyl)phenyl)sulfonyl)-3,4-dihydro-2H-benzo[b][1,4]oxazin-2-yl)-2,2-dimethylpropanoate FC(OC=1C=C(C=C(C1)F)C1=CC2=C(O[C@H](CN2S(=O)(=O)C2=CC(=CC=C2)C(F)(F)F)CC(C(=O)[O-])(C)C)C=C1)F.[Na+]